(tert-butyl)-N-(4-cyclopropylbutyl)-2-methoxy-1H-imidazole-1-carboxamide C(C)(C)(C)C=1N=C(N(C1)C(=O)NCCCCC1CC1)OC